C(N)(OC1=NC=C(C=C1C(C)(C)C)B1OC(C(O1)(C)C)(C)C)=O tert-butyl(5-(4,4,5,5-tetramethyl-1,3,2-dioxaborolan-2-yl) pyridin-2-yl) carbamate